C12CC(CC(CC1)N2)OC2=CC=C1C=C(C(OC1=C2)=O)OC 7-[(8-azabicyclo[3.2.1]octan-3-yl)oxy]-3-methoxy-chromen-2-one